C(C)(C)(C)OC(=O)C1=C(C(=O)O)C=CC(=C1)C(F)(F)F 2-(tert-butoxycarbonyl)-4-(trifluoromethyl)benzoic acid